C(C)(C)(C)OC(=O)N[C@H](C(=O)OC)CCOC=1C(=NC=CC1)[N+](=O)[O-] methyl (2S)-2-{[(tert-butoxy)carbonyl]amino}-4-[(2-nitropyridin-3-yl)oxy]butanoate